FC1=C(C(=CC=C1)O)C1=C2C(=C3C(=NC(=NC3=C1)OC[C@H]1N(CCC1)C)N1CCN(CC1)C(C=C)=O)OC=C2 1-(4-(4-(2-fluoro-6-hydroxyphenyl)-7-(((S)-1-methylpyrrolidin-2-yl)methoxy)furo[2,3-f]quinazolin-9-yl)piperazin-1-yl)prop-2-en-1-one